ClC=1C(=NC2=CC=C(C=C2C1)N1CCNCC1)N1CCNCC1 1-(3-chloro-2-piperazin-1-yl-6-quinolyl)piperazin